(7R,14R)-1-(difluoromethoxy)-11-((3-hydroxyazetidin-3-yl)ethynyl)-6-(methyl-d3)-6,7-dihydro-7,14-methanobenzo[f]benzo[4,5]imidazo[1,2-a][1,4]diazocin-5(14H)-one FC(OC1=CC=CC=2C(N([C@H]3C=4N([C@@H](C21)C3)C3=C(N4)C=CC(=C3)C#CC3(CNC3)O)C([2H])([2H])[2H])=O)F